3-(2-((4-(4-(6-(6-((R)-2-(3-fluorophenyl)pyrrolidin-1-yl)imidazo[1,2-b]pyridazin-3-yl)pyridin-2-yl)piperazin-1-yl)piperidin-1-yl)methyl)phenyl)piperidine-2,6-dione FC=1C=C(C=CC1)[C@@H]1N(CCC1)C=1C=CC=2N(N1)C(=CN2)C2=CC=CC(=N2)N2CCN(CC2)C2CCN(CC2)CC2=C(C=CC=C2)C2C(NC(CC2)=O)=O